4-[1-[(1-tert-butoxycarbonylazetidin-3-yl)methyl]-1-(2-tert-butoxy-2-keto-ethyl)piperidin-1-ium-4-carbonyl]piperazine-1-carboxylic acid benzyl ester C(C1=CC=CC=C1)OC(=O)N1CCN(CC1)C(=O)C1CC[N+](CC1)(CC(=O)OC(C)(C)C)CC1CN(C1)C(=O)OC(C)(C)C